4-Benzyloxy-2-[6-tert-butyl-4-[4-(trifluoromethyl)cyclohexyl]-3-pyridyl]-1,6-naphthyridine-5-carbonitrile C(C1=CC=CC=C1)OC1=CC(=NC=2C=CN=C(C12)C#N)C=1C=NC(=CC1C1CCC(CC1)C(F)(F)F)C(C)(C)C